1-(3,5-di-tert-butyl-4-hydroxybenzyl)-3-methylimidazole hexafluorophosphate F[P-](F)(F)(F)(F)F.C(C)(C)(C)C=1C=C(CN2CN(C=C2)C)C=C(C1O)C(C)(C)C